5-(2-(3-Trifluoromethoxyphenyl)-5,6-dihydro-4H-pyrrolo[1,2-b]pyrazol-3-yl)-1H-indazole FC(OC=1C=C(C=CC1)C=1C(=C2N(N1)CCC2)C=2C=C1C=NNC1=CC2)(F)F